COC(C(=O)N(C(C1CCCCC1)C1CCCCC1)CC=1C=CC2=C(N=CS2)C1)=O 2-((Benzo[d]thiazol-5-ylmethyl)(dicyclohexylmethyl)amino)-2-oxoacetic acid methyl ester